5-methyl-4-((thien-2-ylmethylene)amino)-4H-1,2,4-triazole-3-thiol CC=1N(C(=NN1)S)N=CC=1SC=CC1